3,3'-(1,4-Phenylene)bis(5-isopropyl-1,2,4-triazole) C1(=CC=C(C=C1)C1=NNC(=N1)C(C)C)C1=NNC(=N1)C(C)C